4-((2,4-bis(bromomethyl)phenoxy)methyl)phenyl sulfurofluoridate S(OC1=CC=C(C=C1)COC1=C(C=C(C=C1)CBr)CBr)(=O)(=O)F